COC1=C(C=C(C=N1)C1=CC=C2C(=NNC2=C1)C(=O)NC)C(N[C@H]1[C@@H](C1)C1=CC=CC=C1)=O 6-(6-methoxy-5-{[(1r,2s)-2-phenylcyclopropyl]carbamoyl}pyridin-3-yl)-N-methyl-1H-indazole-3-carboxamide